CON(C(=O)C1CN(CCO1)C(=O)OC(C)(C)C)C tert-butyl 2-(methoxy(methyl)carbamoyl)morpholine-4-carboxylate